C1(\C=C/C(=O)OCC(C)OC(\C=C/C(=O)OC(CO1)C)=O)=O dipropylene dimaleate